ClC1=CN=CN1CCCNC(OCC1=CC=CC=C1)=O benzyl (3-(5-chloro-1H-imidazol-1-yl)propyl)carbamate